2-(2-pyrazolo[1,5-a]pyridin-5-yltetrahydropyran-4-yl)-6-[3-(trifluoromethyl)-1-bicyclo[1.1.1]pentanyl]pyrimidine-4,5-diamine N1=CC=C2N1C=CC(=C2)C2OCCC(C2)C2=NC(=C(C(=N2)N)N)C21CC(C2)(C1)C(F)(F)F